(S)-4-(4-((1-(5-(3,5-difluorophenyl)-4,5-dihydro-1H-pyrazole-1-carbonyl)azetidin-3-yl)oxy)-5-fluoropyridin-2-yl)-3,5-dimethyl-1H-pyrrole-2-carboxylic acid ethyl ester C(C)OC(=O)C=1NC(=C(C1C)C1=NC=C(C(=C1)OC1CN(C1)C(=O)N1N=CC[C@H]1C1=CC(=CC(=C1)F)F)F)C